nonadeca-1,3,6,9-tetraene C=CC=CCC=CCC=CCCCCCCCCC